[Si](C)(C)(C(C)(C)C)OC(CC1=NN(N=C1)C)C1=CC(=NC(=C1)N1N=C(C=C1C)C)NC1CCC(CC1)(F)F 4-(1-((tert-butyldimethylsilyl)oxy)-2-(2-methyl-2H-1,2,3-triazol-4-yl)ethyl)-N-(4,4-difluorocyclohexyl)-6-(3,5-dimethyl-1H-pyrazol-1-yl)pyridin-2-amine